N1CCCC1 (3SR)-pyrrolidin